1-(tert-butyl) 5-(2,5-dioxopyrrolidin-1-yl) (((9H-fluoren-9-yl)methoxy)carbonyl)-L-glutamate C1=CC=CC=2C3=CC=CC=C3C(C12)COC(=O)N[C@@H](CCC(=O)ON1C(CCC1=O)=O)C(=O)OC(C)(C)C